C1(=CC=CC=C1)C#CC=1C=NC=CC1 3-(2-phenylethynyl)pyridine